ClC=1C(=CC2=C(N(C[C@H](N(S2(=O)=O)C)C2CCCCC2)C)C1)C=1C=CC(=C(C(=O)O)C1)F (R)-5-(7-chloro-3-cyclohexyl-2,5-dimethyl-1,1-dioxido-2,3,4,5-tetrahydrobenzo[f][1,2,5]thiadiazepin-8-yl)-2-fluorobenzoic acid